6-ethyl-5-oxo-4,5-dihydrothiazolo[5,4-b]pyridine-2-carbaldehyde C(C)C1=CC2=C(NC1=O)SC(=N2)C=O